3',4'-dichloro-2-hydroxy-4-isoprenyloxychalcone ClC=1C=C(C(/C=C/C2=C(C=C(C=C2)OC=CC(C)=C)O)=O)C=CC1Cl